(1R)-1-(6-(benzenesulfonyl)-1-(1-toluenesulfonylpyrrolidin-3-yl)-1,6-dihydroimidazo[4,5-d]Pyrrolo[2,3-b]Pyridin-2-yl)ethanol C1(=CC=CC=C1)S(=O)(=O)N1C=CC=2C1=NC=C1C2N(C(=N1)[C@@H](C)O)C1CN(CC1)S(=O)(=O)CC1=CC=CC=C1